N-(4-(7-chloro-5-((2-phenoxyethyl)amino)-2,3,4,5-tetrahydro-1H-benzo[b]azepine-1-carbonyl)-3-methylphenyl)-2-methylbenzamide ClC1=CC2=C(N(CCCC2NCCOC2=CC=CC=C2)C(=O)C2=C(C=C(C=C2)NC(C2=C(C=CC=C2)C)=O)C)C=C1